trans-4-[6-(2-cyano-1,1-dimethyl-ethyl)-5-(4-fluorophenyl)-1H-pyrrolo[2,3-f]indazol-7-yl]cyclohexanecarboxylic acid C(#N)CC(C)(C)C1=C(C2=C(C=C3C=NNC3=C2)N1C1=CC=C(C=C1)F)[C@@H]1CC[C@H](CC1)C(=O)O